C1(CCCC1)CCC1=NC(=NO1)C1=CC2=C(N(C=N2)CCNC(C2=CC=C(C=C2)I)=O)C=C1 N-(2-(5-(5-(2-cyclopentylethyl)-1,2,4-oxadiazol-3-yl)-1H-benzo[d]imidazol-1-yl)ethyl)-4-iodobenzamide